nitro-N-phenylhydroxylamine [N+](=O)([O-])N(O)C1=CC=CC=C1